C(=O)(OC(C)(C)C)NC1=CC=CC=C1 Bocaminobenzene